(R)-3-(6-(2-(Cyclohexylmethyl)-4-(methylsulfonyl)piperazin-1-yl)-1-methyl-1H-pyrazolo[3,4-d]pyrimidin-3-yl)-2,6-difluoro-5-(trifluoromethyl)phenol C1(CCCCC1)C[C@H]1N(CCN(C1)S(=O)(=O)C)C1=NC=C2C(=N1)N(N=C2C=2C(=C(C(=C(C2)C(F)(F)F)F)O)F)C